FC1=C(C2=C(C=3NC(C=4N(C13)C(=NN4)C)(C)C)CCC2)C=2C=C(C=C4C(=CNC24)C)F 5-fluoro-6-(5-fluoro-3-methyl-1H-indol-7-yl)-3,11,11-trimethyl-8,9,10,11-tetrahydro-7H-cyclopenta[f][1,2,4]triazolo[4,3-a]quinoxaline